COC(=O)C1(CCC2(C(CC3=CC(=CC=C23)C)C[C@H](COC2=CC=NC=3CCC[C@H](C23)C)C)CC1)NC1=CC(=CC=C1)Cl 4-(3-Chloroanilino)-5'-methyl-2'-[(2R)-2-methyl-3-{[(5R)-5-methyl-5,6,7,8-tetrahydroquinolin-4-yl]oxy}propyl]-2',3'-dihydrospiro[cyclohexane-1,1'-indene]-4-carboxylic acid methyl ester